P.S(=O)(=O)(O)O hydrogen sulfate phosphine salt